5-[3-(2-azidoethoxy)propyl]-2-(2,6-dioxo-3-piperidyl)isoindoline-1,3-dione N(=[N+]=[N-])CCOCCCC=1C=C2C(N(C(C2=CC1)=O)C1C(NC(CC1)=O)=O)=O